1-(1-Acetylindolin-5-yl)-3-(4-cyclohexylpiperazin-1-yl)propan-1-one C(C)(=O)N1CCC2=CC(=CC=C12)C(CCN1CCN(CC1)C1CCCCC1)=O